(-)-N-((2-((2-(3-chlorophenyl)-1-hydroxypropan-2-yl)amino)-1H-benzo[d]imidazol-7-yl)methyl)isoxazolidine-2-carboxamide 2-(2-diazo-2-phenylacetoxy)ethylmethacrylate [N+](=[N-])=C(C(=O)OCCOC(C(=C)C)=O)C1=CC=CC=C1.ClC=1C=C(C=CC1)C(CO)(C)NC1=NC2=C(N1)C(=CC=C2)CNC(=O)N2OCCC2